C(C1=CC=CC=C1)C1=NC(=NN1)C(=O)N[C@@H]1C(N(C2=C(OC1)C=CC(=C2)CCC(=O)NC2=NC=NC1=CC(=C(C=C21)OC)OC)C)=O (S)-5-benzyl-N-(7-(3-((6,7-dimethoxyquinazolin-4-yl)amino)-3-oxopropyl)-5-methyl-4-oxo-2,3,4,5-tetrahydrobenzo[b][1,4]oxazepin-3-yl)-1H-1,2,4-triazole-3-carboxamide